OC(=O)C(F)(F)F.N1=CC(=CC=C1)C1=CC=C(C=C1)S(=O)(=O)N1[C@@H]2[C@H](CC1)CNC2 |r| rac-(3aR,6aR)-1-((4-(pyridin-3-yl)phenyl)sulfonyl)octahydropyrrolo[3,4-b]pyrrole TFA salt